C(=S)=C1NC(C2=C(N1CC1=C(C=CC=C1)[C@@H]1NCC[C@H](C1)C(F)(F)F)C=CN2)=O 2-Thiocarbonyl-1-(2-((trans)-4-(trifluoromethyl)piperidin-2-yl)benzyl)-1,2,3,5-tetrahydro-4H-pyrrolo[3,2-d]pyrimidin-4-one